4,4,5,5-tetramethyl-2-(3-(octadecyloxy)-5-pentadecylphenyl)-1,3,2-dioxaborolane CC1(OB(OC1(C)C)C1=CC(=CC(=C1)CCCCCCCCCCCCCCC)OCCCCCCCCCCCCCCCCCC)C